1-(4-(4-(6-(Difluoromethyl)imidazo[1,2-b]pyridazin-3-yl)pyridin-2-yl)-1,4-diazepan-1-yl)ethanone FC(C=1C=CC=2N(N1)C(=CN2)C2=CC(=NC=C2)N2CCN(CCC2)C(C)=O)F